Cl.Cl.CC1(CCN(CC1)C1CNCCC1)C 4,4-dimethyl-1,3'-bipiperidine dihydrochloride